4-[(5-fluoropyridin-2-yl)methoxy]-1-[3-(11C)methyl-2,3,4,5-tetrahydro-1H-[1,4]diazepino[1,7-a]indol-9-yl]pyridin-2(1H)-one FC=1C=CC(=NC1)COC1=CC(N(C=C1)C1=CC=2C=C3N(C2C=C1)CCN(CC3)[11CH3])=O